C1(=CC=CC=C1)NCCC[Si](OCC)(OCC)OCC N-phenyl-gamma-aminopropyltriethoxysilane